C(C)(C)(C)O[Al](OC(C)(C)C)OC(C)(C)C.[Li] lithium tri-tert-butoxyaluminum